COCOC=1C=C2C(C=C(OC2=CC1B1OC(C(O1)(C)C)(C)C)C)=O 6-(methoxymethoxy)-2-methyl-7-(4,4,5,5-tetramethyl-1,3,2-dioxaborolan-2-yl)-4H-chromen-4-one